C1(=CC=CC=C1)C1=CC(=NC2=CC=C(C=C12)CCC1=CC=CC=C1)OC(C(=O)O)C 2-{[4-phenyl-6-(2-phenylethyl)quinolin-2-yl]oxy}propanoic acid